5-[[2-[5-methyl-2-(2-pyridyl)-1-piperidyl]-2-oxo-acetyl]amino]pyridine-3-carboxamide CC1CCC(N(C1)C(C(=O)NC=1C=C(C=NC1)C(=O)N)=O)C1=NC=CC=C1